C(C)(C)(C)C=1N=C(OC1)C1CC(CC1)C1=CC(=NN1)NC1=C(C2=C(N(S(C2)(=O)=O)CC2=CC=C(C=C2)OC)C=C1)F 5-((5-(3-(4-(tert-butyl)oxazol-2-yl)cyclopentyl)-1H-pyrazol-3-yl)amino)-4-fluoro-1-(4-methoxybenzyl)-1,3-dihydrobenzo[c]isothiazole 2,2-dioxide